COC(C1=CC(=C(C=C1)NC[C@H]1OCC1)[N+](=O)[O-])=O.N1CCCC2=CC(=CC=C12)NC(C)=O N-(1,2,3,4-tetrahydroquinolin-6-yl)acetamide Methyl-(S)-3-nitro-4-((oxetan-2-ylmethyl)amino)benzoate